F[C@]1(CN(CC[C@H]1O)C1=NC=CC(=N1)NC=1N=CC2=C(C=C(C(=C2C1)C(C)C)C#N)N1[C@@H]([C@H](C1)CS(=O)(=O)C)C)C 3-((2-((3S,4R)-3-fluoro-4-hydroxy-3-methylpiperidin-1-yl)pyrimidin-4-yl)amino)-5-isopropyl-8-((2R,3S)-2-methyl-3-((methanesulfonyl)methyl)azetidin-1-yl)isoquinoline-6-carbonitrile